C(C)N(C1=C(C=CC(=C1)NCC1=CC=C(C=C1)C(F)(F)F)NC(CCCCC[C@H](CF)F)=O)CC (7R)-N-(2-(diethylamino)-4-((4-(trifluoromethyl)benzyl)amino)phenyl)-7,8-difluorooctanamide